C1(CCCCC1)NCCC[Si](OCC)(OCC)OCC N-(cyclohexyl)-γ-aminopropyl-triethoxysilane